3-(2-chloro-3-phenylanilino)benzol ClC1=C(NC=2C=CC=CC2)C=CC=C1C1=CC=CC=C1